NC1=C2C(C3(C(OC4=C3C=CC(=C4)[C@H]4[C@H](C4)C)(C2=CC=C1)O)NC(=O)C=1NC(=CC1C)S(=O)(=O)C)=O N-(1-amino-4b-hydroxy-7-((1R,2S)-2-methylcyclopropyl)-10-oxo-4b,10-dihydro-9bH-indeno[1,2-b]benzofuran-9b-yl)-3-methyl-5-(methylsulfonyl)-1H-pyrrole-2-carboxamide